C(CCC)C1(CS(C2=C(N(C1)C1=CC=CC=C1)C=C(C(=C2)CSCC(=O)O)SC)(=O)=O)CC 2-(((3-Butyl-3-ethyl-7-(methylsulfanyl)-1,1-dioxido-5-phenyl-2,3,4,5-tetrahydro-1,5-benzothiazepin-8-yl)methyl)thio)acetic acid